[Si](C)(C)(C(C)(C)C)OC1CC(C1)C=1C=CC=C2C=CC(NC12)=O 8-(3-((tert-butyldimethylsilyl)oxy)cyclobutyl)quinolone